NC1=NC(=C(C=C1C=1C=C2CCNC(C2=CN1)=O)C1=CC=C(C=C1)N1CCN(CC1)CC1CC1)F 6-(2-amino-5-(4-(4-(cyclopropylmethyl)piperazin-1-yl)phenyl)-6-fluoropyridin-3-yl)-3,4-dihydro-2,7-naphthyridin-1(2H)-one